5-chloro-4-[1-(2,3-dimethylphenyl)ethyl]-1H-imidazole ClC1=C(N=CN1)C(C)C1=C(C(=CC=C1)C)C